C(C=C)C(C(C1=C(C(=C(O)C(=C1Br)Br)Br)Br)(C)C1=CC=C(C=C1)O)CC=C Diallyl-Tetrabromo-Bisphenol A